C1(CC1)N(C1=C(C(=NC=N1)NCC1C(CN(CC1)C(C(=O)N)(C)C)O)F)CC1=CC=C(C=C1)C(F)(F)F 2-(4-(((6-(cyclopropyl(4-(trifluoromethyl)benzyl)amino)-5-fluoropyrimidin-4-yl)amino)methyl)-3-hydroxypiperidin-1-yl)-2-methylpropanamide